N-(4-cyano-3-(4,4-difluoropiperidin-1-yl)-5-methylphenyl)-5-fluoro-4-iodo-2-(6-azaspiro[2.5]oct-6-yl)benzamide ((triisopropylsilyl)ethynyl)4-methylbenzenesulfonate C(C)(C)[Si](C(C)C)(C(C)C)C#COS(=O)(=O)C1=CC=C(C=C1)C.C(#N)C1=C(C=C(C=C1C)NC(C1=C(C=C(C(=C1)F)I)N1CCC2(CC2)CC1)=O)N1CCC(CC1)(F)F